Dimethyldioctadec-ylammonium C[N+](CCCCCCCCCCCCCCCCCC)(CCCCCCCCCCCCCCCCCC)C